CN1C=NC2=CC=C(C(=C2C1=O)C)NC=1C(=C(C=C(C1)F)NS(=O)(=O)N1CCCC1)F N-(3-((3,5-dimethyl-4-oxo-3,4-dihydroquinazolin-6-yl)amino)-2,5-difluorophenyl)pyrrolidine-1-sulfonamide